di-n-hexyl-aluminum iso-butoxide CC(C)C[O-].C(CCCCC)[Al+]CCCCCC